C(CCCCC)OC=1C(C(=O)O)=CC=CC1.C(C=1C(O)=CC=CC1)(=O)OCCCCCC Hexyl salicylate (HEXYL SALICYLATE)